C(C)(=O)OCCN1C(=NN(C1=O)CC1=CC=C(C=C1)Cl)N1N=C(C2(C1)CCC1=CC=CC=C12)C1=CC=C(C=C1)Cl 2-(1-(4-chlorobenzyl)-3-(3'-(4-chlorophenyl)-2,3-dihydrospiro[indene-1,4'-pyrazol]-1'(5'H)-yl)-5-oxo-1,5-dihydro-4H-1,2,4-triazol-4-yl)ethyl acetate